C(CCCCC)C1=C2C=CC=CC2=NC=2C3=C(C=CC12)C=CC=C3 7-hexyl-benzo[c]acridine